C(C(=C)C)(=O)O.C1(=CC=CC=C1)C=CC1=CC=CC=C1 stilbene methacrylate